5-bromo-2,7-dimethyl-pyrazolo[3,4-b]pyridin-6-one BrC1=CC=2C(N(C1=O)C)=NN(C2)C